N-(2-(dimethylamino)ethyl)-1H-benzo[d]imidazole-6-carboxamide CN(CCNC(=O)C=1C=CC2=C(NC=N2)C1)C